CCC(CCCCC)[Si](OCC)(OCC)OCC 3-octyltriethoxysilane